(R)-N-(cyclobutylmethyl)-1-(6-((4-(imidazo[5,1-b]thiazol-3-yl)-1H-1,2,3-triazol-1-yl)methyl)pyridazin-3-yl)piperidin-3-amine C1(CCC1)CN[C@H]1CN(CCC1)C=1N=NC(=CC1)CN1N=NC(=C1)C=1N2C(SC1)=CN=C2